C(C)(C)OC(C)=O.C1CCCCC1 cyclohexane isopropyl-acetate